tert-butyl-(1R,5S,6r)-3-azabicyclo[3.1.0]hex-6-yl-(4-methyl-2-thienyl)methanone C(C)(C)(C)[C@]12CNC[C@H]2[C@H]1C(=O)C=1SC=C(C1)C